1-(3,4,5-trimethoxybenzyl)-1H-indole-3-carbaldehyde COC=1C=C(CN2C=C(C3=CC=CC=C23)C=O)C=C(C1OC)OC